CNS(OCC(=O)NC=1SC(=C(N1)C)OC1=C(C(=CC=C1)Cl)F)(=O)=O 2-((5-(3-chloro-2-fluorophenoxy)-4-methylthiazol-2-yl)amino)-2-oxoethyl methylsulfamate